6-methyl-4-{6-[4-(4-(2-(4-methyl-3-oxopiperazin-1-yl)ethoxy)phenyl)piperidin-1-yl]pyridin-3-yl}-1-tosyl-1H-pyrrolo[2,3-c]pyridin-7(6H)-one CN1C(C2=C(C(=C1)C=1C=NC(=CC1)N1CCC(CC1)C1=CC=C(C=C1)OCCN1CC(N(CC1)C)=O)C=CN2S(=O)(=O)C2=CC=C(C)C=C2)=O